C1(=CC=CC=C1)CC(CNO)C N-(3-phenyl-2-methyl-propyl)-hydroxylamine